5-Bromo-7-(2-fluoroethyl)-7H-pyrrolo[2,3-d]pyrimidin-4-ylamine BrC1=CN(C=2N=CN=C(C21)N)CCF